5-(bromomethyl)-4-cyclopropyl-1-(2,6-dichlorophenyl)-1H-pyrazole BrCC1=C(C=NN1C1=C(C=CC=C1Cl)Cl)C1CC1